NC=1C=C(C(=O)NC2=C(C=C(C=C2)F)CC(=O)OC(C)(C)C)C=CC1N1C(OCC1)=O tert-butyl 2-(2-(3-amino-4-(2-oxooxazolidin-3-yl)benzamido)-5-fluorophenyl)acetate